2-chloro-7-(8-ethyl-7-fluoro-3-(methoxymethoxy)naphthalen-1-yl)-8-fluoropyrido[4,3-d]Pyrimidin-4-amine ClC=1N=C(C2=C(N1)C(=C(N=C2)C2=CC(=CC1=CC=C(C(=C21)CC)F)OCOC)F)N